OCCNCC1=CC=C(C=C1)C1=NN=C2N1C=CC(=C2)C=2C(=C(C=CC2)C2=C(C(=CC=C2)NC=2N=CC=C1C=C(C=NC21)CN2C[C@@H](CC2)O)C)C (R)-1-((8-((3'-(3-(4-(((2-hydroxyethyl)amino)methyl)phenyl)-[1,2,4]triazolo[4,3-a]pyridin-7-yl)-2,2'-dimethyl-[1,1'-biphenyl]-3-yl)amino)-1,7-naphthyridin-3-yl)methyl)pyrrolidin-3-ol